(R)-4-(7-(3,5-dimethyl-4H-1,2,4-triazol-4-yl)-2-(1H-indol-4-yl)thieno[3,2-d]pyrimidin-4-yl)-3-methylmorpholine CC1=NN=C(N1C1=CSC2=C1N=C(N=C2N2[C@@H](COCC2)C)C2=C1C=CNC1=CC=C2)C